(R)-(2-(phenylmethylsulfanyl)-3-(octadecyloxy)propoxy)(t-butyl)dimethylsilane butyl-(E)-(2-(((2-butyl-[1,2,4]triazolo[1,5-a]pyridin-7-yl)oxy)methyl)-3-fluoroallyl)carbamate C(CCC)N(C(O)=O)C/C(=C\F)/COC1=CC=2N(C=C1)N=C(N2)CCCC.C2(=CC=CC=C2)CS[C@@H](CO[Si](C)(C)C(C)(C)C)COCCCCCCCCCCCCCCCCCC